N-(4-(4,5-dimethyl-4H-1,2,4-triazol-3-yl)-2-ethoxyphenyl)-6-methyl-8-(2-oxa-7-azaspiro[4.4]nonan-7-yl)pyrido[3,4-d]pyrimidin-2-amine CN1C(=NN=C1C)C1=CC(=C(C=C1)NC=1N=CC2=C(N1)C(=NC(=C2)C)N2CC1(CCOC1)CC2)OCC